(4-(2-bromoacetyl)-3-fluoropyridin-2-yl)oxetan-3-carbonitrile BrCC(=O)C1=C(C(=NC=C1)C1OCC1C#N)F